5-amino-6-(5-methyl-1H-indazol-4-yl)-2-[2-(2,2,2-trifluoroethylamino)-3-pyridyl]pyrimidine-4-carboxamide NC=1C(=NC(=NC1C1=C2C=NNC2=CC=C1C)C=1C(=NC=CC1)NCC(F)(F)F)C(=O)N